BrC1=C(C=C(C=C1)C1=CC=C(C=C1)CCCCC)C 4-bromo-3-methyl-4'-pentyl-1,1'-biphenyl